N[C@H](C(=O)OC)CCCC methyl (S)-2-aminocaproate